4-fluoro-2-isopropyl-6-(4-pyridyl)aniline FC1=CC(=C(N)C(=C1)C1=CC=NC=C1)C(C)C